FC(C(=O)N[C@@H](CC1=CC=C(C=C1)C)OB(O)O)(C(NCC1=NC(=CC=C1)C1=CC=CC=C1)=O)C ((1R)-1-(2-fluoro-2-methyl-3-oxo-3-(((6-phenylpyridin-2-yl)methyl)amino)propionylamino)-2-(p-tolyl)ethyl)boric acid